C1(=CC=CC=C1)C1([Se]CCCC1)CC(C1=C(C=C(C=C1OC)OC)OC)C1=CC=CC=C1 phenyl-(2-phenyl-2-(2,4,6-trimethoxyphenyl)ethyl)selenane